2-(4-(6-((4-Carbamoyl-2-fluorobenzyl)oxy)pyridin-2-yl)-2,5-difluorobenzyl)-1-(2-methoxyethyl)-1H-benzo[d]imidazole-6-carboxylic acid C(N)(=O)C1=CC(=C(COC2=CC=CC(=N2)C2=CC(=C(CC3=NC4=C(N3CCOC)C=C(C=C4)C(=O)O)C=C2F)F)C=C1)F